Ethyl Oleat C(CCCCCCC\C=C/CCCCCCCC)(=O)OCC